ethyl-1-methylurea C(C)N(C(=O)N)C